Methyl (2S)-3-(dibenzylamino)-2-hydroxypropionate C(C1=CC=CC=C1)N(C[C@@H](C(=O)OC)O)CC1=CC=CC=C1